tri-(n-butyl) phosphate P(=O)(OCCCC)(OCCCC)OCCCC